ethyl ((R)-1-(3-(benzyloxy)phenyl)propan-2-yl)(methyl)phosphinate C(C1=CC=CC=C1)OC=1C=C(C=CC1)C[C@@H](C)P(OCC)(=O)C